8-oxo-5-thia-1-azabicyclo[4.2.0]oct-3-ene-2-carboxylic acid O=C1CC2SC=CC(N12)C(=O)O